[K].CSCCC1C(NC(N1)=O)=O 5-(beta-methylmercaptoethyl)-hydantoin potassium salt